IN1C(=O)NC(=O)C1 N-Iodohydantoin